(2R)-9-((2-chloro-4-phenoxyphenyl)(hydroxy)methyl)-2-((methoxy-d3)methyl)-2-(methyl-d3)-1,2,4,7-tetrahydro-3H-pyrrolo[3',2':5,6]pyrido[3,4-b]pyrazin-3-one ClC1=C(C=CC(=C1)OC1=CC=CC=C1)C(C1=CNC2=C1C1=C(NC([C@@](N1)(C([2H])([2H])[2H])COC([2H])([2H])[2H])=O)C=N2)O